COC=1C=C2CCN(CC2=CC1NC1=NC2=CC(=CC=C2C=N1)N1C(CCC1)=O)C 1-{2-[(6-methoxy-2-methyl-1,2,3,4-tetrahydroisoquinolin-7-yl)amino]quinazolin-7-yl}-pyrrolidin-2-one